C1(=CC=CC=C1)CS(=O)(=O)OC1=C(O[C@](C1=O)([2H])C1=CC=C(C=C1)C(N([2H])[2H])=O)N (R)-2-amino-5-(4-(carbamoyl-d2)phenyl)-4-oxo-4,5-dihydrofuran-3-yl-5-d phenylmethanesulfonate